5-(Methylamino)-6-(7-methylimidazo[4,5-c]pyridazin-4-yl)-3-(4-morpholinoanilino)pyrazine-2-carboxamide CNC=1N=C(C(=NC1C=1C2=C(N=NC1)N(C=N2)C)C(=O)N)NC2=CC=C(C=C2)N2CCOCC2